C(C=C)C1=CC(=C(C(=C1)CN1CCN(CC1)CC)O)C=1C=CC2=C(C=C(O2)C)C1 4-allyl-2-(2-methylbenzofuran-5-yl)-6-((4-ethylpiperazin-1-yl)methyl)phenol